C(#N)[C@H](C[C@@H]1C(NCCC1)=O)NC(=O)[C@H]1N([C@H]2CC([C@@H]1CC2)(F)F)C([C@H](CC2CC2)NC=2C=NC=C(C2)C)=O (1R,3S,4R)-N-((S)-1-cyano-2-((R)-2-oxopiperidin-3-yl)ethyl)-2-((S)-3-cyclopropyl-2-((5-methylpyridin-3-yl)amino)propanoyl)-5,5-difluoro-2-azabicyclo[2.2.2]octane-3-carboxamide